OC(=O)C(F)(F)F.C12N(CC(NC1)C2)C=2SC(=CN2)C2=NOC(=N2)C(F)(F)F 3-(2-(2,5-diazabicyclo[2.2.1]heptan-2-yl)thiazol-5-yl)-5-(trifluoromethyl)-1,2,4-oxadiazole TFA Salt